C1(CC1)S(=O)(=O)NC1=NC=CC(=N1)C(C(=O)NC1=CC=C(C=C1)C1=NC(=CN=C1)C(=C)C)(C)C 2-(2-(cyclopropanesulfonylamino)pyrimidin-4-yl)-2-methyl-N-(4-(6-(prop-1-en-2-yl)pyrazin-2-yl)phenyl)propanamide